FC(CO)(CN1[C@@H](C=2NC3=CC=CC=C3C2C[C@H]1C)C1=C(C=CC(=C1)O[C@H](CNCCCF)C)OC)F 2,2-difluoro-3-((1R,3R)-1-(5-(((S)-1-((3-fluoropropyl)amino)propan-2-yl)oxy)-2-methoxyphenyl)-3-methyl-1,3,4,9-tetrahydro-2H-pyrido[3,4-b]indol-2-yl)propan-1-ol